5-[[2-[(2R,5S)-2-(4-fluorophenyl)-5-methyl-1-piperidyl]-2-oxo-acetyl]amino]-2-(trifluoromethoxy)pyridine-3-carboxamide FC1=CC=C(C=C1)[C@@H]1N(C[C@H](CC1)C)C(C(=O)NC=1C=C(C(=NC1)OC(F)(F)F)C(=O)N)=O